1,3-bis(1,1-dimethylethyl)imidazolium chloride [Cl-].CC(C)(C)N1C=[N+](C=C1)C(C)(C)C